FC(C(S(=O)(=O)F)(F)F)(C(S(=O)(=O)F)(F)F)F hexafluoropropane-1,3-disulfonyl fluoride